4-(2-aminoethyl)-N-((1,2,3,5,6,7-hexahydro-s-indacen-4-yl)carbamoyl)benzenesulfonamide NCCC1=CC=C(C=C1)S(=O)(=O)NC(NC1=C2CCCC2=CC=2CCCC12)=O